FC1=CC(=CC2=CN(N=C12)C)C1=CC2=C(N=C(S2)N(C2CC(NC(C2)(C)C)(C)C)C)C=C1 6-(7-Fluoro-2-methyl-2H-indazol-5-yl)-N-methyl-N-(2,2,6,6-tetramethylpiperidin-4-yl)-1,3-benzothiazol-2-amin